2-bromo-4-(4-chlorophenoxy)benzene BrC1=CC=CC(=C1)OC1=CC=C(C=C1)Cl